1-(bromomethyl)-2-fluoro-3-iodobenzene BrCC1=C(C(=CC=C1)I)F